ClC1=NC(=CC(=C1)C(C1CCC(CC1)NC(=O)[C@H]1N(CCC1)C)(F)F)Cl (2S)-N-[4-[(2,6-dichloro-4-pyridyl)-difluoro-methyl]cyclohexyl]-1-methyl-pyrrolidine-2-carboxamide